CC1=NN2C(N(C[C@H](C2)C)C(CCC(=O)NC2=CC=C(C=N2)C=2C=NC=C(C2)C)=O)=C1 (R)-4-(2,6-dimethyl-6,7-dihydropyrazolo[1,5-a]pyrimidin-4(5H)-yl)-N-(5'-methyl-[3,3'-bipyridin]-6-yl)-4-oxobutanamide